C(N)(=O)C1=CC(=C(C=C1)N1CC(N(C2(CN(C2)C(=O)OC(C)(C)C)C1=O)CC1=CC=C(C=C1)C(F)(F)F)=O)F tert-butyl 8-(4-carbamoyl-2-fluorophenyl)-6,9-dioxo-5-[[4-(trifluoromethyl)phenyl]methyl]-2,5,8-triazaspiro[3.5]nonane-2-carboxylate